4,8,12-trimethyltrideca-1,3,7,11-tetraene CC(=CC=C)CCC=C(CCC=C(C)C)C